C(C)C1(COC1)COCCCO 3-Ethyl-3-(3-hydroxypropyl)oxymethyloxetan